CN(C(=O)C=1C=NC2=CC=C(N=C2C1)C=1C=NNC1C1=NC(=CC=C1)C)CCN1CCOCC1 N-methyl-6-[5-(6-methyl-2-pyridyl)-1H-pyrazol-4-yl]-N-(2-morpholinoethyl)-1,5-naphthyridine-3-carboxamide